The molecule is an organophosphate oxoanion arising from deprotonation of both free diphosphate OH groups of beta-D-Glc-(1->3)-alpha-D-GlcNAc-diphospho-ditrans,octacis-undecaprenol It is a conjugate base of a beta-D-Glc-(1->3)-alpha-D-GlcNAc-diphospho-ditrans,octacis-undecaprenol. CC(=CCC/C(=C/CC/C(=C/CC/C(=C\\CC/C(=C\\CC/C(=C\\CC/C(=C\\CC/C(=C\\CC/C(=C\\CC/C(=C\\CC/C(=C\\COP(=O)([O-])OP(=O)([O-])O[C@@H]1[C@@H]([C@H]([C@@H]([C@H](O1)CO)O)O[C@H]2[C@@H]([C@H]([C@@H]([C@H](O2)CO)O)O)O)NC(=O)C)/C)/C)/C)/C)/C)/C)/C)/C)/C)/C)C